BrC1=C(C=C(C(=O)OC)C=C1)C(Br)Br methyl 4-bromo-3-(dibromomethyl)benzoate